6,6-dimethyl-4,6-dihydropyrrolo[3,4-c]pyrazol-5(1H)-carboxamid CC1(N(CC2=C1NN=C2)C(=O)N)C